dl-2,3-dioleylpropylammonium bromide [Br-].C(CCCCCCC\C=C/CCCCCCCC)C(C[NH3+])CCCCCCCCC\C=C/CCCCCCCC